protocatechuic acid anion C(C1=CC(O)=C(O)C=C1)(=O)[O-]